ClC1=C(C(=O)N2CCC(CC2)NC(=O)C2CCNCC2)C=CC(=C1)NC=1C=2N(C=CN1)C(=CN2)C=2C(=NN(C2)CC#N)C(F)(F)F N-[1-[2-chloro-4-[[3-[1-(cyanomethyl)-3-(trifluoromethyl)pyrazol-4-yl]imidazo[1,2-a]pyrazin-8-yl]amino]benzoyl]piperidin-4-yl]piperidine-4-carboxamide